C(C1=CC=CC=C1)=C1C(NC(C(N1)=O)=CC=1N=CNC1C(C)(C)C)=O benzylidene-6-((5-tert-butyl-1H-imidazol-4-yl)methylene)piperazine-2,5-dione